CC1(CCN(CC1)CC1=CC=C(C=C1)C1=CC=2N(N=C1C)C(=CN2)C2=CC=NC1=NC(=CC=C21)N2N=CC(=N2)C)O 4-methyl-1-(4-(6-methyl-3-(7-(4-methyl-2H-1,2,3-triazol-2-yl)-1,8-naphthyridin-4-yl)imidazo[1,2-b]pyridazin-7-yl)benzyl)piperidin-4-ol